3-((4-(butoxymethyl)-2,3,5,6-tetrafluorobenzyl)sulfonyl)-5,5-dimethyl-4,5-dihydroisoxazole C(CCC)OCC1=C(C(=C(CS(=O)(=O)C2=NOC(C2)(C)C)C(=C1F)F)F)F